4-((3,6-diazabicyclo[3.1.1]heptane-3-yl)methyl)-2-(2,6-dioxopiperidin-3-yl)isoindoline C12CN(CC(N1)C2)CC2=C1CN(CC1=CC=C2)C2C(NC(CC2)=O)=O